CCCCCCCCCCCCCCCCCCCCCCCCCCC(CO)O The molecule is a glycol that is octacosane bearing two hydroxy substituents located at positions 1 and 2. It derives from an octacosane.